CN(C(C(=O)C1=CC=C(C=C1)N1CCOCC1)(CC)CC1=CC=C(C=C1)C)C 2-(dimethylamino)-2-(4-methylphenylmethyl)-1-(4-morpholinophenyl)butane-1-one